C(=C)OC1(CC2=CC([C@H]3[C@@H]4CC[C@H](C(C)=O)[C@]4(CC[C@@H]3[C@]2(CC1)C)C)=O)OC=C pregna-5-ene-3,7,20-trione bisvinyl ketal